C(C)(C)(C)OC(=O)N1CCN(CC1)C1=NC=C(C=N1)[C@H]1N([C@@H](CC2=C1NC1=CC=CC=C21)C)CC(F)F.C(C2=CC=CC=C2)OCC2CCNCC2 4-((benzyloxy)methyl)piperidine tert-butyl-4-(5-((1R,3R)-2-(2,2-difluoroethyl)-3-methyl-2,3,4,9-tetrahydro-1H-pyrido[3,4-b]indol-1-yl)pyrimidin-2-yl)piperazine-1-carboxylate